[N+](=O)([O-])C1=NN(C=C1C=1C=C2CCNC(C2=CC1)=O)C=1C=C(C=CC1)NC(CC)=O N-(3-(3-nitro-4-(1-oxo-1,2,3,4-tetrahydroisoquinolin-6-yl)-1H-pyrazol-1-yl)phenyl)propionamide